FC1=CC=C(CN2C(=NC=C2)C2=CC=C(C=C2)NS(=O)(=O)C=2C=CC=C3C=CC=NC23)C=C1 N-(4-(1-(4-fluorobenzyl)-1H-imidazol-2-yl)phenyl)quinoline-8-sulfonamide